(2S,6S)-2-methyl-6-(trifluoromethyl)morpholine C[C@H]1CNC[C@H](O1)C(F)(F)F